1-[3-(1-benzofuran-5-yl)phenyl]3-(4-chlorophenyl)urea O1C=CC2=C1C=CC(=C2)C=2C=C(C=CC2)NC(=O)NC2=CC=C(C=C2)Cl